2-[3-({(1R)-1-[1-Benzyl-4-(2,5-difluorophenyl)-1H-pyrrol-2-yl]-2,2-dimethylpropyl}amino)propyl]-1H-isoindole-1,3(2H)-dione C(C1=CC=CC=C1)N1C(=CC(=C1)C1=C(C=CC(=C1)F)F)[C@@H](C(C)(C)C)NCCCN1C(C2=CC=CC=C2C1=O)=O